C(C)(=O)N1C[C@H]2[C@@H](C1)CNC2 (3aR,6aS)-5-acetylhexahydropyrrolo[3,4-c]pyrrol